NCC(=O)NC1=C(C(=O)N[C@H](C)C2=CC=CC3=CC=CC=C23)C(=CC=C1)CO (R)-2-(2-aminoacetamido)-6-(hydroxymethyl)-N-(1-(naphthalen-1-yl)ethyl)benzamide